4-bromo-6,7-difluoro-isoquinoline BrC1=CN=CC2=CC(=C(C=C12)F)F